CC1=C(CC2NCCCCC2)C=CC=C1 2-(2-methylbenzyl)azepane